C(C)(C)(C)[Si](N1C(C[C@H]1CO)=O)(C1=CC=CC=C1)C1=CC=CC=C1 (4S)-1-[tert-butyl-(diphenyl)silyl]-4-(hydroxymethyl)azetidin-2-one